4-bromo-1,3,5-trimethyl-pyrazole BrC=1C(=NN(C1C)C)C